(R)-1-(3,3-dimethyl-1-(1H-pyrazolo[3,4-b]pyridin-5-yl)piperidin-4-yl)-1-methyl-3-(1-methyl-2-oxo-5-(trifluoromethyl)-1,2-dihydropyridin-3-yl)urea CC1(CN(CC[C@H]1N(C(=O)NC=1C(N(C=C(C1)C(F)(F)F)C)=O)C)C=1C=C2C(=NC1)NN=C2)C